4-(5-acetyl-2-(4-fluoro-2,6-dimethylphenoxy)phenyl)-6-methyl-7-oxo-N-phenyl-6,7-dihydrothieno[2,3-c]pyridine-2-carboxamide C(C)(=O)C=1C=CC(=C(C1)C=1C2=C(C(N(C1)C)=O)SC(=C2)C(=O)NC2=CC=CC=C2)OC2=C(C=C(C=C2C)F)C